10-(((2s,3s,4s)-3-ethyl-4-fluoro-5-oxopyrrolidin-2-yl)methoxy)pyrazolo[5,1-a]isoquinoline-5-carbonitrile C(C)[C@H]1[C@H](NC([C@H]1F)=O)COC=1C=CC=C2C=C(N3C(C12)=CC=N3)C#N